FC=1C=C(C=CC1F)N1C(CCCC1C1=NC2=C(N1C1CCC(CC1)OC)C=CC(=C2)C=2C(=NOC2C)C)=O 1-(3,4-Difluorophenyl)-6-(5-(3,5-dimethylisoxazol-4-yl)-1-((1r,4S)-4-methoxycyclohexyl)-1H-benzo[d]imidazol-2-yl)piperidin-2-one